4-[(2,6-difluorophenyl)methyl]-2-(3-fluoro-4-hydroxyphenyl)-1,2,4-triazol-3-one FC1=C(C(=CC=C1)F)CN1C(N(N=C1)C1=CC(=C(C=C1)O)F)=O